(3R,4S)-3-amino-1-(N-((1-aminocyclopropyl)methyl)-N-(cyclopropylmethyl)sulfamoyl)-4-(3-boronopropyl)pyrrolidine-3-carboxylic acid, 2,2,2-trifluoroacetic acid salt FC(C(=O)O)(F)F.N[C@]1(CN(C[C@@H]1CCCB(O)O)S(N(CC1CC1)CC1(CC1)N)(=O)=O)C(=O)O